O[C@H](CCCCCCCCCCCCCCCCCCCCCCCCCCCC)[C@H]1N(C(OC1)(C)C)C(=O)[O-] (4S)-4-[(1R)-1-hydroxynonacosyl]-2,2-dimethyl-oxazolidine-3-carboxylate